4,4-DIMETHOXYBUTANOIC ACID COC(CCC(=O)O)OC